5-(3-((4-(3-(4-chloro-3-ethyl-1H-pyrrolo[2,3-b]pyridin-5-yl)phenyl)-3-oxopiperazin-1-yl)methyl)azetidin-1-yl)-2-(2,6-dioxopiperidin-3-yl)isoindoline-1,3-dione ClC1=C2C(=NC=C1C=1C=C(C=CC1)N1C(CN(CC1)CC1CN(C1)C=1C=C3C(N(C(C3=CC1)=O)C1C(NC(CC1)=O)=O)=O)=O)NC=C2CC